FC(C=1C=CC=C(C1)Br)(F)F 3-trifluoromethyl-5-bromobenzene